(1R,4r)-4-((R)-1-(((R)-4-(((R)-2-(dimethylamino)-1-phenylethyl)amino)-6-phenyl-5,6,7,8-tetrahydroquinazolin-2-yl)amino)propyl)cyclohexane-1-carboxylic acid CN(C[C@@H](C1=CC=CC=C1)NC1=NC(=NC=2CC[C@H](CC12)C1=CC=CC=C1)N[C@H](CC)C1CCC(CC1)C(=O)O)C